Ethyl 2-(4-((2-((2-(4-(trifluoromethoxy)phenyl)-1H-benzo[d]imidazol-1-yl)methyl)benzyl)oxy)pyridin-2-yl)acetate FC(OC1=CC=C(C=C1)C1=NC2=C(N1CC1=C(COC3=CC(=NC=C3)CC(=O)OCC)C=CC=C1)C=CC=C2)(F)F